Bis(tert-butylimino)bis(ethylmethylamino)tungsten C(C)(C)(C)N=[W](N(CC)C)(N(C)CC)=NC(C)(C)C